C(C)(C)(C)C1=C(O)C=CC(=C1)C(C)(C)C1=CC=C(C=C1)O tert-butyl-bisphenol A